C(#N)C1=CC=C(C=C1)N(C(=O)C=1NC2=C(C=CC=C2C1)C(F)(F)F)C N-(4-cyanophenyl)-N-methyl-7-(trifluoromethyl)-1H-indole-2-carboxamide